1-[(3S)-3-[4-(3,4-dichloro-2-fluoro-anilino)quinazolin-6-yl]-3-fluoro-pyrrolidin-1-yl]prop-2-en-1-one ClC=1C(=C(NC2=NC=NC3=CC=C(C=C23)[C@@]2(CN(CC2)C(C=C)=O)F)C=CC1Cl)F